1-Methyl-2-[3-(4-nitrophenyl)-1H-pyrazol-4-yl]-2,3-dihydro-quinazolin-4-one CN1C(NC(C2=CC=CC=C12)=O)C=1C(=NNC1)C1=CC=C(C=C1)[N+](=O)[O-]